C(C)(=O)C=1C=C2C(=NN(C2=C(C1)OC(F)F)CC#C)NC(C1=CC=C(C=C1)F)=O N-(5-acetyl-7-(difluoromethoxy)-1-(prop-2-yn-1-yl)-1H-indazol-3-yl)-4-fluorobenzamide